7-chloro-4-methylhept-2,4-diene ClCCC=C(C=CC)C